COC1=C(C(=CC=C1)OC)P(NC(N(C)C)=O)C1=C(C=CC=C1OC)OC 3-(bis(2,6-dimethoxyphenyl)phosphino)-1,1-dimethylurea